COC1=C(C=C2C(=NC=NC2=C1)NC1=NC=CC(=N1)N1CCOCC1)C(C(=O)N)CCCC(=O)N (7-methoxy-4-((4-morpholinylpyrimidin-2-yl)amino)quinazolin-6-yl)adipamide